N-(2-cyclopropyl-4-iodo-5-methylphenyl)-N-(5,6-dihydro-4H-pyrrolo[1,2-b]pyrazol-2-yl)pent-2-ynamide C1(CC1)C1=C(C=C(C(=C1)I)C)N(C(C#CCC)=O)C=1C=C2N(N1)CCC2